CN1N=C(C(=C1)C1=C2CCN(C(C2=CC(=C1)CCN(C)CC)=O)CC1=NC=C(C#N)C(=C1)OCC)C 6-((5-(1,3-dimethyl-1H-pyrazol-4-yl)-7-(2-(ethyl(methyl)amino)ethyl)-1-oxo-3,4-dihydroisoquinolin-2(1H)-yl)methyl)-4-ethoxynicotinonitrile